C(CCC)SC1=C(C(OC2=CC(=C(C=C12)[N+](=O)[O-])N(CC)CC)=O)C=C(C#N)S(=O)(=O)C1=CC=CC=C1 3-(4-(butylsulfanyl)-7-(diethylamino)-6-nitro-2-oxo-2H-chromen-3-yl)-2-(benzenesulfonyl)acrylonitrile